(3,4-difluorophenyl)-5-(3-(methylsulfonyl)-4-(piperidin-4-yloxy)phenoxy)pyridine FC=1C=C(C=CC1F)C1=NC=C(C=C1)OC1=CC(=C(C=C1)OC1CCNCC1)S(=O)(=O)C